C1(CC1)C=1NC(=NN1)C1CC2(CN(C2)C(=O)N2CC3(C2)CC(C3)CNC3CS(C3)(=O)=O)C1 [6-(5-cyclopropyl-4H-1,2,4-triazol-3-yl)-2-azaspiro[3.3]heptan-2-yl]-[6-[[(1,1-dioxothietan-3-yl)amino]methyl]-2-azaspiro[3.3]heptan-2-yl]methanone